5-methyl-2-(4,4,5,5-tetramethyl-1,3,2-dioxaborolan-2-yl)-phenol CC=1C=CC(=C(C1)O)B1OC(C(O1)(C)C)(C)C